BrC1=CC2=C(C=C1)C1=CC=C(C=C1C21CCOCC1)Br 2,7-dibromospiro[fluorene-9,4-tetrahydropyran]